OC1(N(C(C2C/C=C/CCCCC(C(N[C@H](C(NC1C2)=O)CC(C)C)=O)CCC)=O)C)C(=O)NC(C)C (4S,E)-18-hydroxy-4-isobutyl-N-isopropyl-17-methyl-3,6,16-trioxo-7-propyl-2,5,17-triazabicyclo[13.3.1]nonadec-12-ene-18-carboxamide